(L-arginyl)-L-2,3-diaminopropionic acid-N-palmitoyl-N-oleoyl-amide C(CCCCCCCCCCCCCCC)(=O)N(C(C(CN)(N)C([C@@H](N)CCCNC(N)=N)=O)=O)C(CCCCCCC\C=C/CCCCCCCC)=O